(R)-6-(2-oxa-6-azaspiro[3.3]heptan-6-ylmethyl)-2-(3-(3-(fluoro(4-methyl-4H-1,2,4-triazol-3-yl)methyl)oxetan-3-yl)phenyl)-4-(trifluoromethyl)isoindolin-1-one C1OCC12CN(C2)CC2=CC(=C1CN(C(C1=C2)=O)C2=CC(=CC=C2)C2(COC2)[C@H](C2=NN=CN2C)F)C(F)(F)F